N,N-bis(2-hydroxyethyl)-m-methylaniline OCCN(C1=CC(=CC=C1)C)CCO